NC1=C(C(=O)OC)C=C(C(=C1F)OCCCCOC1=C(C(=C(C=C1F)C(=O)OC)N)F)F methyl 2-amino-4-[4-(3-amino-2,6-difluoro-4-methoxycarbonyl-phenoxy)butoxy]-3,5-difluoro-benzoate